NC=1C=C(C=CC1)C=1C=CC=C2C=NC(=NC12)NC1=CC=C(C=C1)N1CCNCC1 8-(3-aminophenyl)-N-(4-(piperazin-1-yl)phenyl)quinazolin-2-amine